endo-N-(7-cyano-7-azabicyclo[2.2.1]heptan-2-yl)-1-(6-cyclopropyl-2-pyrazinyl)-2,3-dihydro-1H-indole-5-carboxamide C(#N)N1C2C(CC1CC2)NC(=O)C=2C=C1CCN(C1=CC2)C2=NC(=CN=C2)C2CC2